OC(CC(=O)SCCNC(CCNC([C@@H](C(COP(OP(OC[C@@H]1[C@H]([C@H]([C@@H](O1)N1C=NC=2C(N)=NC=NC12)O)OP(=O)(O)O)(=O)O)(=O)O)(C)C)O)=O)=O)C 3-hydroxybutyryl-Coenzyme A